2-[4-(4-isopropylsulfonylpiperazin-1-yl-formyl)phenyl]-5-chloro-pyrrolo[1,2-b]pyridazine-7-carboxamide C(C)(C)S(=O)(=O)N1CCN(CC1)C(=O)C1=CC=C(C=C1)C=1C=CC=2N(N1)C(=CC2Cl)C(=O)N